3-Methoxy-4',7'-dihydrospiro[cyclopentane-1,2'-pyrrolo[3',2':5,6]pyrido[3,4-b]Pyrazin]-3'(1'H)-one COC1CC2(NC3=C(NC2=O)C=NC2=C3C=CN2)CC1